3-cyclopropyl-4-oxo-5-(tetrahydropyran-4-ylmethyl)-4,5,6,7-tetrahydropyrazolo[1,5-a]pyrazine-2-carboxylic acid (5-cyclopropyl[1,3,4]thiadiazol-2-yl)amide C1(CC1)C1=NN=C(S1)NC(=O)C1=NN2C(C(N(CC2)CC2CCOCC2)=O)=C1C1CC1